(2R,3S,4S)-4-hydroxy-2-{[4-(1,3-thiazol-5-yl)phenyl]methyl}pyrrolidin-3-yl N-[2-(piperidin-4-yl)ethyl]carbamate N1CCC(CC1)CCNC(O[C@H]1[C@H](NC[C@@H]1O)CC1=CC=C(C=C1)C1=CN=CS1)=O